5-(2-methylbenzo[d]thiazol-6-yl)-N-(2,2,2-trifluoroethyl)-7H-pyrrolo[2,3-d]pyrimidin-2-amine CC=1SC2=C(N1)C=CC(=C2)C2=CNC=1N=C(N=CC12)NCC(F)(F)F